(R)-N-benzyl-2-(2,5-dioxopyrrolidin-1-yl-3,3,4,4-d4)propanamide C(C1=CC=CC=C1)NC([C@@H](C)N1C(C(C(C1=O)([2H])[2H])([2H])[2H])=O)=O